C(C)(=O)O.C1(C(C=CC=C1)=O)=O 1,2-benzoquinone acetate